methyl-(4-methoxyphenethyl)carbamic acid tert-butyl ester C(C)(C)(C)OC(N(CCC1=CC=C(C=C1)OC)C)=O